C(C)(C)(C)C1=CC=C(C=C1)CC(C=O)C 3-(4-Tert-butylphenyl)-2-methylpropanaldehyde